FC1=CC=C(C=C1)NCCC(C=O)C(CC=1NC2=CC(=C(C=C2CC1)F)N1CCNCC1)=O p-fluorophenyl-6-fluoro-1,4-dihydro-4-oxo-7-(1-piperazinyl)-3-quinolineacetylbutylamine